2-((3,5-dicyano-4-cyclopropyl-6-(dimethylamino)pyridin-2-yl)sulfanyl)-2-phenylacetamide C(#N)C=1C(=NC(=C(C1C1CC1)C#N)N(C)C)SC(C(=O)N)C1=CC=CC=C1